FC(N1N=CC(=C1)NC=1N=C(C2=C(N1)NC=C2)N[C@H]2CN(CCC2)C(C=C)=O)F (R)-1-(3-(2-(1-(Difluoromethyl)-1H-pyrazol-4-ylamino)-7H-pyrrolo[2,3-d]pyrimidin-4-ylamino)piperidin-1-yl)prop-2-en-1-on